COC(C(=O)OC(CCCCC)CC)=CC1=CC=CC=C1 Ethyl-hexyl Methoxycinnamate